CC=1C=C(C=CC1O)C1(C(NC2=CC=CC=C12)=O)C1=CC(=C(C=C1)O)C 3,3-bis(3-methyl-4-hydroxyphenyl)2-oxo-2,3-dihydroindole